COC1=C(C=CC(=C1)OC)NCC1=CC=CC=C1 (2,4-dimethoxyphenyl)benzylamine